FC1=C(C=C(C=C1)NC(=O)[C@H]1C/2CCC([C@H]1NC(C1=C(C=CC(=C1)C1CC(CCC1)O)OC)=O)\C2=C/C(F)(F)F)C(F)(F)F (2S,3R,7Z)-N-[4-fluoro-3-(trifluoromethyl)phenyl]-3-[5-(3-hydroxycyclohexyl)-2-methoxybenzamido]-7-(2,2,2-trifluoroethylidene)bicyclo[2.2.1]heptane-2-carboxamide